trimethylsilyl-(TMS)acetylene tert-butyl-N-[(1S)-2-[3,4-dichloro-2-(2,6-difluorobenzoyl)anilino]-1-methyl-2-oxo-ethyl]carbamate C(C)(C)(C)OC(N[C@H](C(=O)NC1=C(C(=C(C=C1)Cl)Cl)C(C1=C(C=CC=C1F)F)=O)C)=O.C[Si](C)(C)C#C[Si](C)(C)C